3-[(2,4-Di-t-butylphenoxy)methyl]-1H-1,2,4-triazol-5(4H)-one C(C)(C)(C)C1=C(OCC2=NNC(N2)=O)C=CC(=C1)C(C)(C)C